COC=1C=C(CN2C(=CC3=CC=CC=C23)C=2N=C3N(C=CC(=C3)C(=O)N3C[C@@H](CCC3)NC(OC(C)(C)C)=O)C2C)C=CC1 tert-butyl (R)-(1-(2-(1-(3-methoxybenzyl)-1H-indol-2-yl)-3-methylimidazo[1,2-a]pyridine-7-carbonyl)piperidin-3-yl)carbamate